(4-fluorobenzylidene)malononitrile FC1=CC=C(C=C(C#N)C#N)C=C1